C(C)(C)(C)OC(=O)N1CC(C1)N1CC(C(CC1)N1CCC(CC1)N1N=C(C=2C1=NC=NC2N)C2=CC=C(C=C2)OC2=CC=CC=C2)F Trans-3-(4-(4-amino-3-(4-phenoxyphenyl)-1H-pyrazolo[3,4-d]pyrimidin-1-yl)-3'-fluoro-[1,4'-bipiperidine]-1'-yl)azetidine-1-carboxylic acid tert-butyl ester